(4-fluorophenyl)butane-1,3-dione FC1=CC=C(C=C1)C(CC(C)=O)=O